FC(C1=CC=CC(=N1)NC(=O)C=1C(=CC=2N(C1)C=C(N2)C2CCC(CC2)CN2CC(C(CC2)C2=CC=C(C=C2)NC2C(NC(CC2)=O)=O)(F)F)OC(C)C)F N-[6-(difluoromethyl)-2-pyridinyl]-2-[4-[[4-[4-[(2,6-dioxo-3-piperidinyl)amino]phenyl]-3,3-difluoro-1-piperidinyl]methyl]cyclohexyl]-7-isopropoxy-imidazo[1,2-a]pyridine-6-carboxamide